D-glutamyl-N'-(3-iodobenzoyl)-D-lysine N[C@H](CCC(=O)O)C(=O)N[C@H](CCCCNC(C1=CC(=CC=C1)I)=O)C(=O)O